O1C(=NC2=C1C=CC=C2)C2=CC=C(C=C2)N(C2=CC=C(C=C2)C2=CC=CC1=CC=CC=C21)C2=CC=C(C=C2)C=2OC1=C(N2)C=CC=C1 Bis-{4-(benzoxazole-2-yl)phenyl}-{4-(naphthalene-1-yl)phenyl}amine